BrC1=CC2=C(OCCN2CC=2N=C3N(C=C(C=C3)C3CC3)C2)C=N1 7-bromo-1-((6-cyclopropylimidazo[1,2-a]pyridin-2-yl)methyl)-2,3-dihydro-1H-pyrido[3,4-b][1,4]oxazine